8-(oxetan-3-yl)-2-[2-(propan-2-yl)phenyl]-9-[[4-(1H-pyrazol-1-yl)phenyl]methyl]-9H-purine O1CC(C1)C=1N(C2=NC(=NC=C2N1)C1=C(C=CC=C1)C(C)C)CC1=CC=C(C=C1)N1N=CC=C1